(R)-N-((R or S)-(3-chloro-4-fluorophenyl)(6-cyanopyridin-2-yl)methyl)-2-methylpropan-2-sulfinamide ClC=1C=C(C=CC1F)[C@@H](N[S@](=O)C(C)(C)C)C1=NC(=CC=C1)C#N |o1:8|